ClC1=NC=CC(=C1)OC=1C(=NN(C1)C(C)=O)O (4-((2-Chloropyridin-4-yl)oxy)-3-hydroxy-1H-pyrazol-1-yl)ethan-1-one